N=1NN=CC1 2H-1,2,3-triazole